CC1=CC=CC=2SC3=CC=CC(=C3NC12)C 1,9-dimethyl-10H-Phenothiazine